FC(OC1=CC=C(C=C1)NN=C(C#N)C#N)(F)F Carbonyl cyanide 4-(trifluoromethoxy)phenylhydrazone